S1C(=NC=C1)C=1C(=NC=CN1)[C@@H](C)N1C(C2=CC=CC=C2C1=O)=O |r| (rac)-2-(1-(3-(thiazol-2-yl)pyrazin-2-yl)ethyl)isoindoline-1,3-dione